(S)-2-amino-N-(4-(benzylthio)phenyl)-2-cyclopropylamide hydrochloride Cl.NC1(CC1)[N-]C1=CC=C(C=C1)SCC1=CC=CC=C1